CS(=O)(=O)CC12CN(CC(CC1)N2C(=O)OC(C)(C)C)C(C2=CC=CC=C2)(C2=CC=CC=C2)C2=CC=CC=C2 tert-butyl 1-((methanesulfonyl) methyl)-3-trityl-3,8-diazabicyclo[3.2.1]octane-8-carboxylate